BrCCC(=O)C1=CC=C(C=C1)C(F)(F)F 3-bromo-1-(4-(trifluoromethyl)phenyl)propan-1-one